4-(7,9-difluoro-5H-pyrido[3,2-b]indol-5-yl)-N-hydroxybutyramide FC=1C=C(C=2C3=C(N(C2C1)CCCC(=O)NO)C=CC=N3)F